2-methoxy-10H-spiro[benzo[6,7]oxepino[3,2-b]pyridine-11,1'-cyclopropane]-7-carboxylate COC1=CC=C2C(=N1)C1(CC1)CC1=C(O2)C=C(C=C1)C(=O)[O-]